2-hydroxy-3-oxo-hexadecane OC(C)C(CCCCCCCCCCCCC)=O